CCC(=O)OC1C=CC2C1C3CCC2C3 3a,4,5,6,7,7a-hexahydro-4,7-methano-1H-indenylpropionate